8-((2-chloropyrimidin-5-yl)methyl)-3-(2-fluorophenyl)pyrido[2,3-d]pyrimidine-2,4(3H,8H)-dione ClC1=NC=C(C=N1)CN1C=CC=C2C1=NC(N(C2=O)C2=C(C=CC=C2)F)=O